C(C)N(O)C(CO)O N-ethyl-N-(1,2-dihydroxyethyl)-N-hydroxylamine